C(#N)C=1C=C2C(C(=CN(C2=NC1N1CC2=NC=CC=C2C1)CC1CCCC1)C(=O)O)=O 6-cyano-1-(cyclopentylmethyl)-7-(5,7-dihydro-6H-pyrrolo[3,4-b]pyridin-6-yl)-4-oxo-1,4-dihydro-1,8-naphthyridine-3-carboxylic acid